racemic-(2,2-difluoro-1-(5-methoxypyridin-3-yl)ethyl)glycine trifluoroacetic acid salt FC(C(=O)O)(F)F.FC([C@@H](C=1C=NC=C(C1)OC)NCC(=O)O)F |r|